NC1=NC=C(C2=C1C=NN2)NC(=O)C(=O)N(CC2=NC=CC=C2C(F)(F)F)CC2=CC=CC=C2 N-(4-amino-1H-pyrazolo[4,3-c]pyridin-7-yl)-N'-benzyl-N'-[[3-(trifluoromethyl)-2-pyridyl]methyl]oxamide